6-(2-fluoroprop-2-yl)nicotinic acid FC(C)(C)C1=NC=C(C(=O)O)C=C1